N-Ethyl-N-{[4,7,10-tris(2-tert-butoxy-2-oxoethyl)-1,4,7,10-tetraazacyclododec-1-yl]acetyl}glycine tert-butyl ester C(C)(C)(C)OC(CN(C(CN1CCN(CCN(CCN(CC1)CC(OC(C)(C)C)=O)CC(OC(C)(C)C)=O)CC(=O)OC(C)(C)C)=O)CC)=O